OCCCC(=O)NCCC[SiH3] N-(4-hydroxybutyryl)-γ-aminopropylsilane